ClC=1C=C(NC2=NC=NC3=CC(=C(C=C23)NC(C=C)=O)OCCCN2CCOCC2)C=CC1F N-[4-(3-chloro-4-fluoroanilino)-7-(3-morpholin-4-ylpropoxy)quinazolin-6-yl]prop-2-enamide